2-(difluoromethylene)-3a,4,4,6,6,6a-hexafluorotetrahydrofuro[3,4-d][1,3]dioxole FC(=C1OC2(C(O1)(C(OC2(F)F)(F)F)F)F)F